4-ethyl-2,5-dihydro-pyrrole-1,3-dicarboxylic acid-1-benzyl ester C(C1=CC=CC=C1)OC(=O)N1CC(=C(C1)CC)C(=O)O